C(C)(C)(C)OC(N([C@@H]1C[C@@H](CC1)N)C(C)(C)C)=O.BrC1=CC(=C(S1)C(C)=O)F |r| 1-(5-bromo-3-fluorothiophen-2-yl)ethan-1-one tert-butyltert-butyl-rac-[(1S,3R)-3-aminocyclopentyl]carbamate